(3R)-4-[2-chloro-6-(methylsulfanyl)pyridin-4-yl]-3-methylmorpholine ClC1=NC(=CC(=C1)N1[C@@H](COCC1)C)SC